BrC=1C(=NC=CC1OC)N bromo-4-methoxypyridin-2-amine